ClC=1C=CC=2N(N1)C=C(N2)NC(C2=CC(=NC=C2)F)=O N-(6-chloroimidazo[1,2-B]pyridazin-2-yl)-2-fluoroisonicotinamide